methyl 6-(((S)-1-((2S,4r)-4-hydroxy-2-((4-(4-methylthiazol-5-yl) benzyl) carbamoyl) pyrrolidin-1-yl)-3,3-dimethyl-1-oxobutan-2-yl) amino)-6-oxohexanoate O[C@@H]1C[C@H](N(C1)C([C@H](C(C)(C)C)NC(CCCCC(=O)OC)=O)=O)C(NCC1=CC=C(C=C1)C1=C(N=CS1)C)=O